{[4-(tert-butoxycarbonyl)piperazin-1-yl]methyl}tri(fluoro)boranide C(C)(C)(C)OC(=O)N1CCN(CC1)C[B-](F)(F)F